NC=1C=2N(C=CN1)C(=NC2C2=C(C(=C(C=C2)OC2=CC=CC=C2)F)F)[C@H]2CC[C@H](OC2)CO ((2s,5r)-5-(8-amino-1-(2,3-difluoro-4-phenoxyphenyl)imidazo[1,5-a]pyrazin-3-yl)tetrahydro-2H-pyran-2-yl)methanol